tert-butyl (19-((1-(3,4-dichlorophenyl)-4-methyl-4,5-dihydro-1H-pyrazol-3-yl)amino)-6-methyl-14,19-dioxo-3,9,12-trioxa-6,15-diazanonadecyl)carbamate ClC=1C=C(C=CC1Cl)N1N=C(C(C1)C)NC(CCCNC(COCCOCCN(CCOCCNC(OC(C)(C)C)=O)C)=O)=O